tetramethyl-1,3,2-dioxaborolan-2-yl-1,3,2-dioxaborolane CC1(C(OB(O1)B1OCCO1)(C)C)C